methyl 6-[4-[acetyl(isopropyl)amino]-3-chloro-phenyl]pyridine-3-carboxylate C(C)(=O)N(C1=C(C=C(C=C1)C1=CC=C(C=N1)C(=O)OC)Cl)C(C)C